[La].[Ni].[Li] lithium nickel lanthanum